FC(C1=NN=C(S1)N1C(N(C2=C1C=C(C(=C2)F)S(=O)(=O)NC2(CC2)CF)CCOC)=O)F 3-[5-(difluoromethyl)-1,3,4-thiadiazol-2-yl]-6-fluoro-N-[1-(fluoromethyl)cyclopropyl]-1-(2-methoxyethyl)-2-oxo-benzoimidazole-5-sulfonamide